2',4-dimethoxy-3,4',6'-trihydroxychalcone COC1=C(C(/C=C/C2=CC(=C(C=C2)OC)O)=O)C(=CC(=C1)O)O